C(OCC(SSC1=NC=CC=C1)(C1=CC=CC=C1)[N+](=O)[O-])([O-])=O nitrophenyl-2-(2-pyridyldithio)ethyl carbonate